3-(cyanomethyl)-3-[3-(2,5-dioxopyrrolidin-1-yl)-4-(7-{[2-(Trimethylsilyl)ethoxy]methyl}-7H-pyrrolo[2,3-d]pyrimidin-4-yl)-1H-pyrazol-1-yl]azetidin C(#N)CC1(CNC1)N1N=C(C(=C1)C=1C2=C(N=CN1)N(C=C2)COCC[Si](C)(C)C)N2C(CCC2=O)=O